4-Chloro-9-(2,3,5-tri-O-benzoyl-β-D-ribofuranosyl)-9H-pyrido[4',3':4,5]pyrrolo[2,3-d]pyrimidine ClC=1C2=C(N=CN1)N(C1=C2C=CN=C1)[C@H]1[C@H](OC(C2=CC=CC=C2)=O)[C@H](OC(C2=CC=CC=C2)=O)[C@H](O1)COC(C1=CC=CC=C1)=O